C(=O)O.CN1C=CC=2C1=NC(=CC2O[C@H]2CNCC2)C=2C=C1CN(C(C1=CC2)=O)C2C(NC(CC2)=O)=O 3-(5-(1-methyl-4-(((R)-pyrrolidin-3-yl)oxy)-1H-pyrrolo[2,3-b]pyridin-6-yl)-1-oxoisoindolin-2-yl)piperidine-2,6-dione formate